[N+](=O)([O-])C1(C(=C(C=CC1)O)C=1C(=CC=CC1)O)[N+](=O)[O-] 3,3-dinitrobiphenol